3-(N-(2-(aziridin-1-yl)ethyl)sulfamoyl)-N-(naphthalen-2-ylmethyl)-N-propylbenzamide N1(CC1)CCNS(=O)(=O)C=1C=C(C(=O)N(CCC)CC2=CC3=CC=CC=C3C=C2)C=CC1